ClC1=C(C(=CC=C1C1CC1)Cl)[C@@H](C=C)N1N=NC=2C=NC(=CC21)C2=C(C=CC=C2)C(C(=O)O)C 2-(2-(1-((R)-1-(2,6-dichloro-3-cyclopropylphenyl)allyl)-1H-[1,2,3]triazolo[4,5-c]pyridin-6-yl)phenyl)propanoic acid